CN(C)CC1CNCCC1(O)C=1C=C(C(=O)N)C=CC1 syn-3-(3-((Dimethylamino)methyl)-4-hydroxypiperidin-4-yl)benzamid